tert-butyl 4-(3-hydroxy-1-oxo-3H-2-benzofuran-5-yl)-3,3-dimethylpiperazine-1-carboxylate OC1OC(C2=C1C=C(C=C2)N2C(CN(CC2)C(=O)OC(C)(C)C)(C)C)=O